4-((S)-4-(((S)-1-(((S,E)-5-carboxy-2-methyl-hex-4-en-3-yl)(methyl)amino)-3,3-dimethyl-1-oxobutan-2-yl)amino)-2-methyl-3-(methylamino)-4-oxobutan-2-yl)benzoic acid C(=O)(O)/C(=C/[C@H](C(C)C)N(C([C@H](C(C)(C)C)NC([C@H](C(C)(C)C1=CC=C(C(=O)O)C=C1)NC)=O)=O)C)/C